C(C)(C)(CC(C)(C)C)S tert-octanethiol